C(CCCC(=O)OC(C)(C)C)(=O)OCCl 1-(chloromethyl) 5-(1,1-dimethylethyl) pentanedioate